N-(8-fluoro-1,2,3,5,6,7-hexahydros-indacen-4-ylcarbamoyl)-4-(1-hydroxycyclopropyl)furan-2-sulfonamide FC=1C=2CCCC2C(=C2CCCC12)NC(=O)NS(=O)(=O)C=1OC=C(C1)C1(CC1)O